N-(3-fluoro-2-methoxy-5-(3-morpholino-1H-pyrazolo[3,4-b]pyridin-5-yl)phenyl)propane-1-sulfonamide FC=1C(=C(C=C(C1)C=1C=C2C(=NC1)NN=C2N2CCOCC2)NS(=O)(=O)CCC)OC